tert-Butyl 2,6-diazabicyclo[3.2.0]heptane-2-carboxylate C12N(CCC2NC1)C(=O)OC(C)(C)C